C(CC(C)C)C1=C(C2C(C(C1CC2)C(=O)O)C(=O)O)CCC(C)C diisoamyl-bicyclo[2.2.2]oct-5-ene-2,3-dicarboxylic acid